4-(2-chloro-5-fluorophenyl)-5-(4-methoxybenzyl)-3-nitro-4,5-dihydrothiophene ClC1=C(C=C(C=C1)F)C1C(=CSC1CC1=CC=C(C=C1)OC)[N+](=O)[O-]